FC=1C=C(C=CC1F)N1C(CCCC1=O)C1=NC2=C(N1C1=NN=C(S1)C(=O)NC)C=CC(=C2)C=2C(=NOC2C)C 5-(2-(1-(3,4-difluorophenyl)-6-oxopiperidin-2-yl)-5-(3,5-dimethylisoxazol-4-yl)-1H-benzo[d]imidazol-1-yl)-N-methyl-1,3,4-thiadiazole-2-carboxamide